C(C)(C)(C)N[Si](C(F)(F)F)(C(F)(F)F)NC(C)(C)C bis-t-butylamino-bis-trifluoromethyl-silane